rac-(1r,2r,3s,4r,5s)-N-(2-fluoro-5-(trifluoromethyl)phenyl)-5-hydroxy-3-(1-methyl-3-(trifluoromethyl)-1H-pyrazol-4-yl)-7-oxabicyclo[2.2.1]heptane-2-carboxamide FC1=C(C=C(C=C1)C(F)(F)F)NC(=O)[C@H]1[C@H]2C[C@@H]([C@@H]([C@@H]1C=1C(=NN(C1)C)C(F)(F)F)O2)O |r|